3,3-dimethylallylbromide CC(=CCBr)C